methyl 3-(2,4-dioxotetrahydropyrimidin-1(2H)-yl)-4,5-dimethylbenzoate O=C1N(CCC(N1)=O)C=1C=C(C(=O)OC)C=C(C1C)C